(E)-3-[4-[4-(1-Hydroxy-2-methoxyethyl)phenyl]phenyl]-1-phenylprop-2-en-1-one OC(COC)C1=CC=C(C=C1)C1=CC=C(C=C1)/C=C/C(=O)C1=CC=CC=C1